6-{5-chloro-2-[(oxan-4-yl)amino]pyrimidin-4-yl}-2-(2-oxo-2-{4-oxo-3H,4H,5H,6H,7H,8H,9H-pyrimido[4,5-d]azepin-7-yl}ethyl)-2,3-dihydro-1H-isoindol-1-one ClC=1C(=NC(=NC1)NC1CCOCC1)C1=CC=C2CN(C(C2=C1)=O)CC(N1CCC2=C(CC1)C(NC=N2)=O)=O